2-[2-[2-[2-[2-[methyl(2-trimethylsilyl-ethoxycarbonyl)amino]-ethoxy]ethoxy]ethoxy]ethoxy]ethyl 4-methylbenzenesulfonate CC1=CC=C(C=C1)S(=O)(=O)OCCOCCOCCOCCOCCN(C(=O)OCC[Si](C)(C)C)C